FP(=O)(OC1CS(CC1)(=O)=O)F 3-(difluorophosphinyloxy)tetrahydrothiophene-1,1-dioxide